C(CCC)C1=NN(C2=NC(=NC(=C21)N)N)C([2H])([2H])[2H] butyl-1-(trideuteriomethyl)pyrazolo[3,4-d]pyrimidine-4,6-diamine